TERT-BUTYL 3-FORMYLPYRIDIN-4-YLCARBAMATE C(=O)C=1C=NC=CC1NC(OC(C)(C)C)=O